ethyl(dimethyl)(2-phenylethyl)-ammonium C(C)[N+](CCC1=CC=CC=C1)(C)C